5-bromo-3-(2-methoxybenzyl)quinazolin-4(3H)-one BrC1=C2C(N(C=NC2=CC=C1)CC1=C(C=CC=C1)OC)=O